C1(CCC1)CN[C@H]1CN(CCC1)C1=CC(N(C=C1)CC=1C=NN(C1)C=1C=NC=C(C1)OC)=O (R)-4-(3-((cyclobutylmethyl)amino)piperidin-1-yl)-1-((1-(5-methoxypyridin-3-yl)-1H-pyrazol-4-yl)methyl)pyridin-2(1H)-one